C#N The molecule is a one-carbon compound consisting of a methine group triple bonded to a nitrogen atom It has a role as a human metabolite, an Escherichia coli metabolite and a poison. It is a hydracid and a one-carbon compound. It is a conjugate acid of a cyanide. It is a tautomer of a hydrogen isocyanide.